OC[C@H]1N(C[C@H](C1)OC1=CC=C(C=C1)C(F)(F)F)C(=O)OC(C)(C)C tert-butyl (2S,4S)-2-(hydroxymethyl)-4-(4-(trifluoromethyl)phenoxy)pyrrolidine-1-carboxylate